FC1=C(C(=C(C(=C1F)F)F)OC)S(=O)(=O)N(C)C 2,3,4,5-tetrafluoro-6-methoxy-N,N-dimethylbenzenesulfonamide